tert-Butyl [2-(trifluoroacetyl)-2,3-dihydro-1H-isoindol-5-yl]carbamate FC(C(=O)N1CC2=CC=C(C=C2C1)NC(OC(C)(C)C)=O)(F)F